3-methyl-N-({5-[5-(trifluoromethyl)-1,2,4-oxadiazol-3-yl]pyridin-2-yl}methyl)-4,5,6,7-tetrahydro-1H-indazol-5-amine CC1=NNC=2CCC(CC12)NCC1=NC=C(C=C1)C1=NOC(=N1)C(F)(F)F